(S)-tert-butyl 2-(6-(3-methyl-1H-pyrrolo[2,3-b]pyridin-5-yl)-2-(2-Methoxyisonicotinyl)-1,2,3,4-tetrahydroisoquinolin-8-yl)pyrrolidine-1-carboxylate CC1=CNC2=NC=C(C=C21)C=2C=C1CCN(CC1=C(C2)[C@H]2N(CCC2)C(=O)OC(C)(C)C)CC2=CC(=NC=C2)OC